C(CCCCCCCCCCCCCCCCCCCCCCCC)N n-pentacosylamine